calcium β-D-mannopyranuronosyl-(1→4)-α-L-gulopyranuronosyl-(1→4)-α-L-gulopyranuronate [C@@H]1([C@@H](O)[C@@H](O)[C@H](O)[C@H](O1)C(=O)O)O[C@H]1[C@@H]([C@@H]([C@@H](O[C@H]1C(=O)O)O[C@H]1[C@@H]([C@@H]([C@H](O)O[C@H]1C(=O)[O-])O)O)O)O.[Ca+2].[C@@H]1([C@@H](O)[C@@H](O)[C@H](O)[C@H](O1)C(=O)O)O[C@H]1[C@@H]([C@@H]([C@@H](O[C@H]1C(=O)O)O[C@H]1[C@@H]([C@@H]([C@H](O)O[C@H]1C(=O)[O-])O)O)O)O